FC=1C(=NC=CC1)C1=CN(C2=CC=C(C=C12)S(=O)(=O)NC)C1=CC=C(C=C1)C(F)(F)F 3-(3-fluoropyridin-2-yl)-N-methyl-1-(4-(trifluoromethyl)phenyl)-1H-indole-5-sulfonamide